C1=CC=CC=2SC3=CC=4C(=CC3=NC12)SC1=C(N4)C=CC=C1 benzo[5,6][1,4]thiazino[2,3-b]phenothiazine